6-(2-(3-(difluoromethyl)phenyl)-2-hydroxyacetyl)-2-(1-phenylcyclopropyl)-3,5,6,7,8,9-hexahydro-4H-pyrimido[5,4-c]azepin-4-one FC(C=1C=C(C=CC1)C(C(=O)N1CC2=C(CCC1)N=C(NC2=O)C2(CC2)C2=CC=CC=C2)O)F